C(CCCCCCCCCCC)N(CC(=O)O)CC(N)N N-lauryldiaminoethylglycine